O1CCN(CC1)[C@@H]1CC[C@H](CC1)NC1=NC=NC=2NC3=CC=C(C=C3C21)C2=CC=NC=C2 N-(trans-4-morpholinocyclohexyl)-6-(pyridin-4-yl)-9H-pyrimido[4,5-b]indol-4-amine